4-(4-((1H-Indol-3-yl)methyl)-5-amino-3-phenyl-1H-pyrazol-1-yl)-benzonitrile N1C=C(C2=CC=CC=C12)CC=1C(=NN(C1N)C1=CC=C(C#N)C=C1)C1=CC=CC=C1